(R)-1-(5-((4-ethyl-2-methylpiperazin-1-yl)methyl)benzo[d]isoxazol-3-yl)dihydropyrimidine-2,4(1H,3H)-dione C(C)N1C[C@H](N(CC1)CC=1C=CC2=C(C(=NO2)N2C(NC(CC2)=O)=O)C1)C